5-(difluoromethoxy)-2-(4-{[(1R,2R)-2-hydroxycyclohexyl]amino}-7,8-dihydro-5H-pyrano[3,4-d]pyridazin-1-yl)phenol FC(OC=1C=CC(=C(C1)O)C1=C2C(=C(N=N1)N[C@H]1[C@@H](CCCC1)O)COCC2)F